ClC=1C=CC(=C(C1)C1=NN(C=C1NC(=O)C=1C=NN2C1N=CC=C2)CC=C2CCN(CC2)C)OC(F)F N-[3-[5-chloro-2-(difluoromethoxy)phenyl]-1-[2-(1-methylpiperidin-4-ylidene)ethyl]-1H-pyrazol-4-yl]Pyrazolo[1,5-a]Pyrimidine-3-carboxamide